L-(-)-Glucose C([C@@H]([C@@H]([C@H]([C@@H](C=O)O)O)O)O)O